(R)-5-((azetidin-3-ylmethyl)amino)-2-methyl-N-(1-(naphthalen-1-yl)ethyl)benzamide bis(2,2,2-trifluoroacetate) FC(C(=O)O)(F)F.FC(C(=O)O)(F)F.N1CC(C1)CNC=1C=CC(=C(C(=O)N[C@H](C)C2=CC=CC3=CC=CC=C23)C1)C